butyl β-D-fructofuranoside OC[C@]1(OCCCC)[C@@H](O)[C@H](O)[C@H](O1)CO